ClC=1C=CC2=C([C@@H]([C@](O2)(C2=NC=CC=C2)CN[C@@H]2CC[C@H](CC2)O)O)C1C1=C(C(=O)N)C=CC(=C1F)OC 2-((2r,3s,4s)-5-chloro-3-hydroxy-2-((((trans)-4-hydroxycyclohexyl)amino)methyl)-2-(pyridin-2-yl)-2,3-dihydrobenzofuran-4-yl)-3-fluoro-4-methoxybenzamide